C(C(=O)O)(=O)O.FC1=CC2=C(C(=NO2)C2CCN(CC2)CC2C(CCCC2)CN2C(N3C(CC2=O)CCC3)=O)C=C1 2-{2-[4-(6-Fluoro-benzo[d]isoxazol-3-yl)-piperidin-1-ylmethyl]-cyclohexylmethyl}-tetrahydro-pyrrolo[1,2-c]pyrimidine-1,3-dione oxalate